2-(((4-Acetylphenyl)(methyl)amino)methyl)-1-(tert-butoxycarbonyl)-6-cyanoindoline-3-carboxylic acid C(C)(=O)C1=CC=C(C=C1)N(C)CC1N(C2=CC(=CC=C2C1C(=O)O)C#N)C(=O)OC(C)(C)C